2-chloro-N-methoxy-N-methyl-6-(trifluoromethyl)nicotinamide ClC1=C(C(=O)N(C)OC)C=CC(=N1)C(F)(F)F